2-chloro-4-(3-fluoro-2-hydroxyphenoxy)benzaldehyde ClC1=C(C=O)C=CC(=C1)OC1=C(C(=CC=C1)F)O